C1(CCCCC1)[C@H](C(=O)N1[C@H](CCCC1)C(=O)O[C@@H](CCC1=CC(=C(C=C1)OC)OC)C1=CC(=CC=C1)O)C1=CC(=C(C(=C1)OC)OC)OCCCO (S)-(R)-3-(3,4-dimethoxyphenyl)-1-(3-hydroxyphenyl)propyl 1-((S)-2-cyclohexyl-2-(3-(3-hydroxy-propoxy)-4,5-dimethoxyphenyl)acetyl)piperidine-2-carboxylate